2-(formylmethylene)-1,3-trimethylindoline CC\1(C2=CC=CC=C2N(/C1=C/C=O)C)C